L-valine benzyl ester C(C1=CC=CC=C1)OC([C@@H](N)C(C)C)=O